ethyl 4-{4-[(tert-butoxycarbonyl) amino] butyrylamino}-1-methylimidazole-2-carboxylate C(C)(C)(C)OC(=O)NCCCC(=O)NC=1N=C(N(C1)C)C(=O)OCC